FC1(CCC(CC1)[C@@H](C(NC1=NC=CC(=C1)C[C@@H]1C(N[C@@H](C1)C(F)(F)F)=O)=O)NC(=O)C=1C=NOC1C(C)C)F N-((S)-1-(4,4-difluorocyclohexyl)-2-oxo-2-((4-(((3S,5S)-2-oxo-5-(trifluoromethyl)pyrrolidin-3-yl)methyl)pyridin-2-yl)amino)ethyl)-5-isopropylisoxazole-4-carboxamide